COC1=CC(=NN1C1=CC=C(C=C1)[C@@H](C)N)C(F)(F)F (1R)-1-[4-[5-methoxy-3-(trifluoromethyl)pyrazol-1-yl]phenyl]ethylamine